2-(6-(((1S,4S,5S,6R)-6-fluoro-2-methyl-2-azabicyclo[2.2.1]heptan-5-yl)oxy)pyridazin-3-yl)-5-(1H-pyrazol-1-yl)phenol F[C@H]1[C@H]([C@@H]2CN([C@H]1C2)C)OC2=CC=C(N=N2)C2=C(C=C(C=C2)N2N=CC=C2)O